C(C=C)N1N(C2=NC(=NC=C2C1=O)NC1=CC=C(C=C1)N1CCN(CC1)CCCC=O)C1=CC=C2C(=N1)[C@@](CC2)(O)CC 4-[4-[4-[[2-allyl-1-[(7R)-7-ethyl-7-hydroxy-5,6-dihydrocyclopenta[b]pyridin-2-yl]-3-oxo-pyrazolo[3,4-d]pyrimidin-6-yl]amino]phenyl]piperazin-1-yl]butanal